(7R)-4-[5-(5-fluoro-2-methylpyridin-4-yl)-1H-pyrazole-3-carbonyl]-N-[(1r,4r)-4-ethoxy-4-(trifluoromethyl)cyclohexyl]-4-azaspiro[2.5]octane-7-carboxamide FC=1C(=CC(=NC1)C)C1=CC(=NN1)C(=O)N1C2(CC2)C[C@@H](CC1)C(=O)NC1CCC(CC1)(C(F)(F)F)OCC